CN1[C@@H](CCC1)COC=1N=C(C2=C(N1)CN(C2)CC2=CC1=CC=CC=C1C=C2)N2C[C@@H](NCC2)CC#N 2-((S)-4-(2-(((S)-1-methylpyrrolidin-2-yl)methoxy)-6-(naphthalen-2-ylmethyl)-6,7-dihydro-5H-pyrrolo[3,4-d]pyrimidin-4-yl)piperazin-2-yl)acetonitrile